OC(C)C=1C(=NC(=CC1)N1C=NC2=C1C=CC(=C2)CN2C(CCCC2)=O)N2N=C(C=C2C)C#N 1-[3-(1-Hydroxyethyl)-6-[5-[(2-oxo-1-piperidinyl)methyl]benzimidazol-1-yl]-2-pyridinyl]-5-methyl-pyrazole-3-carbonitrile